(5-methoxy-2-isocyanatophenyl)-3-phenylpropyne COC=1C=CC(=C(C1)C#CCC1=CC=CC=C1)N=C=O